2-(((S)-1-methylpyrrolidin-2-yl)methoxy)-5,6,7,9-tetrahydro-8H-6,9-methanopyrimido[4,5-c]azepine-8-carboxylic acid tert-butyl ester C(C)(C)(C)OC(=O)N1C2C3=C(CC(C1)C2)C=NC(=N3)OC[C@H]3N(CCC3)C